trans-rac-2,2-dichloro-3-(3-chloro-4-fluorophenyl)cyclopropane-1-carboxylic acid methyl ester COC(=O)[C@@H]1C([C@H]1C1=CC(=C(C=C1)F)Cl)(Cl)Cl |r|